COC=1C=C(C=CC1)C(=C)NC(C)=O N-(1-(3-methoxyphenyl)vinyl)acetamide